niobium molybdenum tantalum hafnium [Hf].[Ta].[Mo].[Nb]